3-(dodecyldisulfaneyl)propanoic acid C(CCCCCCCCCCC)SSCCC(=O)O